O=C1C=CC=C2C1=NN=N2 7-oxobenzotriazole